C(C)(CC)C1C=C(CC1)CC(C=O)C (±)-3-(3-sec-butyl-1-cyclopenten-1-yl)-2-methylpropanal